1-(4-(2-(3,4-dimethoxyphenyl)-5,6,7,8-tetrahydroimidazo[1,2-a]pyridin-6-yl)-[1,4'-bipiperidin]-1'-yl)-2-methylpropan-1-one COC=1C=C(C=CC1OC)C=1N=C2N(CC(CC2)C2CCN(CC2)C2CCN(CC2)C(C(C)C)=O)C1